tert-butyl (R)-2-(2-methoxy-2-oxoethyl)pyrrolidine-1-carboxylate COC(C[C@@H]1N(CCC1)C(=O)OC(C)(C)C)=O